N-(1-(cyclopropylsulfonyl)piperidin-4-yl)-8-(8,8-difluoro-2-methyl-2,6-diazaspiro[3.4]octan-6-yl)-6-methylpyrido[3,4-d]pyrimidin-2-amine C1(CC1)S(=O)(=O)N1CCC(CC1)NC=1N=CC2=C(N1)C(=NC(=C2)C)N2CC1(CN(C1)C)C(C2)(F)F